[Na+].C1(=CC=CC=C1)S(=O)(=O)[O-] benzenesulphonic acid, sodium salt